N1-(5-bromopyridin-3-yl)-N2,N2-dimethylethane-1,2-diamine BrC=1C=C(C=NC1)NCCN(C)C